1-N'-(4-fluorophenyl)-1-N-[4-[7-(1-methylpyrazol-4-yl)pyrido[4,3-d]pyrimidin-4-yl]oxyphenyl]cyclopropane-1,1-dicarboxamide FC1=CC=C(C=C1)NC(=O)C1(CC1)C(=O)NC1=CC=C(C=C1)OC=1C2=C(N=CN1)C=C(N=C2)C=2C=NN(C2)C